ClC1=C(C(=O)N[C@H](C(=O)O)CC2=CC=C(C=C2)N2C(N(C3=C2C(=CC(=C3)F)F)C)=O)C(=CC=C1)F (S)-2-(2-chloro-6-fluorobenzoylamino)-3-(4-(5,7-difluoro-3-methyl-2-oxo-2,3-dihydro-1H-benzo[d]imidazol-1-yl)phenyl)propionic acid